C(C)(C)C=1OC=2C(=NC(=CN2)C=O)N1 2-isopropyloxazolo[4,5-b]pyrazine-5-carbaldehyde